FC1(CN(CC1)C(C=O)(C)C)F 2-(3,3-difluoropyrrolidin-1-yl)-2-methylpropanal